CC1=CC=C(C=C1)S(=O)(=O)OCCC=1C=NC(=CC1)C(F)(F)F 2-(6-(trifluoromethyl)pyridin-3-yl)ethyl 4-methylbenzenesulfonate